1-(pyrrolidin-3-ylsulfonyl)-4-(4-(trifluoromethyl)pyridin-2-yl)piperazine ethyl-2-amino-8-bromo-6-fluoro-3H-benzo[b]azepine-4-carboxylate C(C)OC(=O)C1=CC2=C(N=C(C1)N)C=C(C=C2F)Br.N2CC(CC2)S(=O)(=O)N2CCN(CC2)C2=NC=CC(=C2)C(F)(F)F